C(C)C(CCC(=O)O)CC 4-ETHYLHEXANOIC ACID